The molecule is a tetrahydroxyflavan in which the four hydroxy groups are located at positions 3', 4', 5 and 7. It has a role as a plant metabolite. It derives from a hydride of a (2S)-flavan. C1CC2=C(C=C(C=C2O[C@@H]1C3=CC(=C(C=C3)O)O)O)O